C(C=C)C=1C(=C(C=CC1)C=1C(=CC=CC1)C1=CC=CC=C1)C1=CC=CC=C1 allyl-phenyl-terphenyl